FC1=C(C=CC(=N1)C=1C=NN(C1)COCC[Si](C)(C)C)B1OC(C(O1)(C)C)(C)C 2-[[4-[6-fluoro-5-(4,4,5,5-tetramethyl-1,3,2-dioxaborolan-2-yl)-2-pyridyl]pyrazol-1-yl]methoxy]ethyl-trimethyl-silane